FC1=CC=C(C=C1)C(C(=O)NC1=NC=CC(=C1)C1=C(C=2C(N(C=CC2N1)C)=O)C1=CC=C(C=C1)F)C (+)-2-(4-fluorophenyl)-N-{4-[3-(4-fluorophenyl)-5-methyl-4-oxo-4,5-dihydro-1H-pyrrolo[3,2-c]pyridin-2-yl]pyridin-2-yl}propanamide